copper (ii) cyclohexanebutyrat C1(CCCCC1)CCCC(=O)[O-].[Cu+2].C1(CCCCC1)CCCC(=O)[O-]